FC=1C=C2C(=NC(=NC2=C(C1C1=CC(=CC2=CC=C(C(=C12)C#C)F)O)F)OC[C@]12CCCN2C[C@@H](C1)F)N1CCOCCC1 (P)-4-(6,8-difluoro-2-(((2R,7aS)-2-fluoro-tetrahydro-1H-pyrrolizin-7a(5H)-yl)methoxy)-4-(1,4-oxazepan-4-yl)quinazolin-7-yl)-5-ethynyl-6-fluoronaphthalen-2-ol